3-(2,2-diphenyl-2-(phenyl((tetrahydro-2H-pyran-4-carbonyl)oxy)methoxy)acetoxy)spiro[bicyclo[3.2.1]octane-8,1'-pyrrolidin]-1'-ium 2,2,2-trifluoroacetate FC(C(=O)[O-])(F)F.C1(=CC=CC=C1)C(C(=O)OC1CC2CCC(C1)[N+]21CCCC1)(OC(OC(=O)C1CCOCC1)C1=CC=CC=C1)C1=CC=CC=C1